CP(=O)(C)Cl Dimethyl-phosphorylChlorine